(E)-N-(4-(1-(4-(4-(5-(2-(2,6-dioxopiperidin-3-yl)-3-oxoisoindoline-4-yl)pent-4-yn-1-yl)piperazin-1-yl)benzoyl)piperidin-4-yl)butyl)-3-(pyridin-3-yl)acrylamide O=C1NC(CCC1N1CC2=CC=CC(=C2C1=O)C#CCCCN1CCN(CC1)C1=CC=C(C(=O)N2CCC(CC2)CCCCNC(\C=C\C=2C=NC=CC2)=O)C=C1)=O